[1-(benzenesulfonyl)pyrrolo[3,2-c]pyridin-2-yl]methanamine hydrochloride Cl.C1(=CC=CC=C1)S(=O)(=O)N1C(=CC=2C=NC=CC21)CN